NC=1C(=C(C(=C(C1C)N)C)S(=O)(=O)[O-])C 3,5-diamino-2,4,6-trimethylbenzensulfonate